5-{[5-(3-Chlorophenyl)-6-methoxypyridin-3-yl]methyl}pyridine ClC=1C=C(C=CC1)C=1C=C(C=NC1OC)CC=1C=CC=NC1